Cl.O(C1=CC=CC=C1)C1=CC=C(C(=O)NCC(=O)N2C(CC(C2)C(F)(F)F)C(=O)N)C=C1 1-((4-phenoxybenzoyl)glycyl)-4-(trifluoromethyl)pyrrolidine-2-carboxamide hydrochloride